(R)-N-(1-(3-amino-5-(trifluoromethyl)phenyl)ethyl)-7-bromo-6-(4-methylpiperazin-1-yl)Quinazolin-4-amine NC=1C=C(C=C(C1)C(F)(F)F)[C@@H](C)NC1=NC=NC2=CC(=C(C=C12)N1CCN(CC1)C)Br